CC1=C(C(=O)O)C=CC(=C1)C1=NN(C=N1)C1=CC=C(C=C1)C(F)(F)F 2-methyl-4-(1-(4-(trifluoromethyl)phenyl)-1H-1,2,4-triazol-3-yl)benzoic acid